ClC1=C(C=C(C=C1)S(=O)(=O)NC=1C(=NC=C(C1)C)OC1=CC=C(C=C1)NC(\C=C\C)=O)C(F)(F)F (E)-N-(4-((3-((4-chloro-3-(trifluoromethyl)phenyl)sulfonamido)-5-methylpyridin-2-yl)oxy)phenyl)but-2-enamide